C(C)(C)(C)OC(=O)N1CC=C(CC1)C1=NC(=CC=C1)Br 6-bromo-5',6'-dihydro-[2,4'-bipyridine]-1'(2'H)-carboxylic acid tert-butyl ester